1-(3-cyclopropylmethoxy-4-difluoromethoxy-phenyl)-2-(3,5-dichloro-pyridin-4-yl)-ethyl-(S)-3-cyclopropylmethoxy-4-methylsulfonylamino-benzoic acid C1(CC1)COC=1C=C(C=CC1OC(F)F)C(CC1=C(C=NC=C1Cl)Cl)C1=C(C(=O)O)C=CC(=C1OCC1CC1)NS(=O)(=O)C